6-(((5-chlorobenzo[d]oxazol-2-yl)methyl)thio)-1-phenyl-1,5-dihydro-4H-pyrazolo[3,4-d]pyrimidin-4-one ClC=1C=CC2=C(N=C(O2)CSC=2NC(C3=C(N2)N(N=C3)C3=CC=CC=C3)=O)C1